5-(1-(2,2-difluoroethyl)-4-fluoro-2-methyl-1H-benzo[d]imidazol-6-yl)-N-((3s,4r)-4-fluoro-1-(oxetan-3-yl)pyrrolidin-3-yl)-4-methoxypyrrolo[2,1-f][1,2,4]triazin-2-amine FC(CN1C(=NC2=C1C=C(C=C2F)C=2C=CN1N=C(N=C(C12)OC)N[C@H]1CN(C[C@H]1F)C1COC1)C)F